trifluoropropyl-methyl-dipropoxysilane Methyl-2-(3-(3-(((benzyloxy)carbonyl)amino)-1-(tert-butoxycarbonyl)-1H-pyrazol-5-yl)cyclopent-1-en-1-yl)oxazole-5-carboxylate COC(=O)C1=CN=C(O1)C1=CC(CC1)C1=CC(=NN1C(=O)OC(C)(C)C)NC(=O)OCC1=CC=CC=C1.FC(CC[Si](OCCC)(OCCC)C)(F)F